CC1=NOC(=C1C1(CCC1)OCC(=O)N1CC2CCC(C1)N2C2=NC=C(C#N)C=C2)C 6-(3-(2-(1-(3,5-dimethylisoxazol-4-yl)cyclobutoxy)acetyl)-3,8-diazabicyclo[3.2.1]octan-8-yl)nicotinonitrile